2,6-difluoroaniline hydrochloride Cl.FC1=C(N)C(=CC=C1)F